7-amino-6-(3-hydroxy-2,6-dimethylphenyl)-4-({[(3S)-1-methyltetrahydro-1H-pyrrol-3-yl]methyl}oxy)furo[2,3-d]pyrrolo[2,3-b]pyridine-8-carboxamide NC1=C(C=2C(=NC(=C3C2OC=C3)OC[C@@H]3CN(CC3)C)N1C1=C(C(=CC=C1C)O)C)C(=O)N